C1=C(C=CC2=CC=CC=C12)C(=O)[O-] (14R)-2-naphthoate